C(C)(C)(C)OC(=O)N1C2CN(CC(C1)CC2)CC(NC2=NC=CC(=C2)Br)=O.[C-]#N.C(CC)[NH+]2C(CCCC2)C 1-Propyl-2-Methylpiperidinium cyanid tert-butyl-3-{[(4-bromopyridin-2-yl)carbamoyl]methyl}-3,6-diazabicyclo[3.2.2]nonane-6-carboxylate